2-(bromomethyl)-naphthalene BrCC1=CC2=CC=CC=C2C=C1